([2',6'-bis(propan-2-yloxy)biphenyl-2-yl])(dicyclohexyl)phosphane CC(C)OC1=C(C(=CC=C1)OC(C)C)C1=C(C=CC=C1)P(C1CCCCC1)C1CCCCC1